1-[2-(4-cyclopropyl-6-methoxy-pyrimidin-5-yl)-6-[[6-[1-cyclopropyl-4-(trifluoromethyl)imidazol-2-yl]-5-fluoro-3-pyridyl]methoxy]pyrimidin-4-yl]ethanone C1(CC1)C1=NC=NC(=C1C1=NC(=CC(=N1)C(C)=O)OCC=1C=NC(=C(C1)F)C=1N(C=C(N1)C(F)(F)F)C1CC1)OC